triethylene glycol e-bis-[3-(3-tert-butyl-4-hydroxy-5-methylphenyl)propionate] C(C)(C)(C)C=1C=C(C=C(C1O)C)CCC(=O)OCCOCCOCCOC(CCC1=CC(=C(C(=C1)C)O)C(C)(C)C)=O